N[C@@H](CC(=O)O)C(=O)O.N[C@@H](CC(=O)O)C(=O)O L-aspartic acid aspartate